(M)-6-chloro-7-(2,5-difluorophenyl)-1-(4-methyl-2-(2-propanyl)-3-pyridinyl)-4-((2S)-2-methyl-4-(2-propenoyl)-1-piperazinyl)pyrido[2,3-d]pyrimidin-2(1H)-one ClC1=CC2=C(N(C(N=C2N2[C@H](CN(CC2)C(C=C)=O)C)=O)C=2C(=NC=CC2C)C(C)C)N=C1C1=C(C=CC(=C1)F)F